O[C@@H]1C[C@H](N(C1)C(=O)[C@@H](C(C)(C)C)NC(=O)C1CCN(CC1)C(=O)OC(C)(C)C)C(N[C@@H](C)C1=CC=C(C=C1)C1=C(N=CS1)C)=O tert-butyl 4-[[(1R)-1-[(2S,4R)-4-hydroxy-2-[[(1S)-1-[4-(4-methyl-thiazol-5-yl) phenyl] ethyl] carbamoyl] pyrrolidine-1-carbonyl]-2,2-dimethylpropyl] carbamoyl]-piperidine-1-carboxylate